[C].O.C(=O)=O carbon dioxide hydrate carbon